C(C)OC(=O)C=1N=NC(=CC1)C1=CC=NC=C1 6-(pyridin-4-yl)pyridazine-3-carboxylic acid ethyl ester